1-((1S,2S)-1-((Z)-N'-hydroxycarbamimidoyl)-2-methylcyclopropyl)-N-methyl-N-phenyl-1H-indole-2-carboxamide O\N=C(/N)\[C@]1([C@H](C1)C)N1C(=CC2=CC=CC=C12)C(=O)N(C1=CC=CC=C1)C